N-[5-(1-hydroxycarbamoylmethyl-2-naphthalen-2-yl-ethyl)-[1,2,4]oxadiazol-3-ylmethyl]-benzamide ONC(=O)CC(CC1=CC2=CC=CC=C2C=C1)C1=NC(=NO1)CNC(C1=CC=CC=C1)=O